ClC=1C(=C(C(=NC1)C1=CC=CC=2C3=CC=CC=C3NC12)C1=CC=CC=2C3=CC=CC=C3NC12)I ((2r,3s)-5-chloro-4-iodopyridine-2,3-diyl)bis(9H-carbazole)